O=C1N(C(C2=CC=CC=C12)=O)CC(=O)NCCC1=CC=C(C=C1)OC 2-(1,3-dioxoisoindol-2-yl)-N-(4-methoxyphenethyl)acetamide